4-((8-chloroquinolin-5-yl)oxy)piperidine-1-carboxylic acid tert-butyl ester C(C)(C)(C)OC(=O)N1CCC(CC1)OC1=C2C=CC=NC2=C(C=C1)Cl